C(C)OC(CC=1C=C(COC=2C(=CC3=C(N(C([C@H]4N(C3=O)CCCC4)O)C(=O)OCC=C)C2)OC)C=CC1)=O Allyl (6aS)-3-((3-(2-ethoxy-2-oxoethyl)benzyl)oxy)-6-hydroxy-2-methoxy-12-oxo-6,6a,7,8,9,10-hexahydrobenzo[e]pyrido[1,2-a][1,4]-diazepine-5(12H)-carboxylate